FC=1C=CC=C2C=CC(=CC12)CO 8-fluoro-2-naphthalenemethanol